FC=1C=CC=C2C(N(C=3N(C12)C(=NN3)SC)C(C(C([2H])([2H])[2H])([2H])[2H])([2H])[2H])=O 9-fluoro-1-(methylthio)-4-(propyl-d7)-[1,2,4]triazolo[4,3-a]quinazolin-5(4H)-one